5-methoxy-4-(((7S)-7-(4-(methoxycarbonyl)phenyl)-1-oxa-8-azaspiro[4.5]dec-8-yl)methyl-yl)-7-methyl-1H-indole-1-carboxylic acid tert-butyl ester C(C)(C)(C)OC(=O)N1CC=C2C(C(=CC(=C12)C)OC)=CN1[C@@H](CC2(CCCO2)CC1)C1=CC=C(C=C1)C(=O)OC